COC=1C(=C(C2=CC=CC=C2C1)C1=CC=CC2=CC=CC=C12)OC dimethoxy-1,1'-binaphthyl